C(#N)C1=NC=CC(=C1OC)C=1C=C2C(=NN(C2=CC1)C(C)C)COC1=C(C=CC=C1)CC(=O)OCC ethyl 2-(2-((5-(2-cyano-3-methoxypyridin-4-yl)-1-isopropyl-1H-indazol-3-yl)methoxy)phenyl)acetate